(S)-3-(5-(3-Chloropyrazolo[1,5-a]pyrimidin-5-yl)-1-oxoisoindolin-2-yl)piperidine-2,6-dione ClC=1C=NN2C1N=C(C=C2)C=2C=C1CN(C(C1=CC2)=O)[C@@H]2C(NC(CC2)=O)=O